CC(C)(OC(NCCOCCOCCOCCOCCC(NCCOCCOCCOCCOCCC(=O)O)=O)=O)C 2,2-dimethyl-4,20-dioxo-3,8,11,14,17,24,27,30,33-nonaoxa-5,21-diazahexatriacontan-36-oic acid